FC1=CC=C(C=C1)N(C(=O)C=1C=CC=2N(C1)C(=CN2)C=2C=CC(=NC2)NC(OC)=O)CCOC methyl N-[5-[6-[(4-fluorophenyl)-(2-methoxyethyl) carbamoyl] imidazo[1,2-a]pyridin-3-yl]-2-pyridyl]carbamate